4-azido-3,5,6-trichloropyridine-2-carboxylic acid N(=[N+]=[N-])C1=C(C(=NC(=C1Cl)Cl)C(=O)O)Cl